3-(3-tert-butyl-pyrazol-1-yl)-4-(4,4-difluoropiperidine-1-carbonyl)benzonitrile C(C)(C)(C)C1=NN(C=C1)C=1C=C(C#N)C=CC1C(=O)N1CCC(CC1)(F)F